ClC1=CC=C(C=C1)N(C1=CC2=C(N=C(S2)N2C(OC3=C(C2=O)N=CC=C3OC)=S)C=C1)C 3-(6-((4-chlorophenyl)(methyl)amino)benzo[d]thiazol-2-yl)-8-methoxy-2-thioxo-2,3-dihydro-4H-pyrido[2,3-e][1,3]oxazin-4-one